C(C)(C)(C)N(C(O)=O)CC1N(CCCC1)CC(F)(F)F.CC1=NC(=CN=C1)C 2,6-DIMETHYL-PYRAZINE tert-butyl-((1-(2,2,2-trifluoroethyl)piperidin-2-yl)methyl)carbamate